C(C)(C)C1=NN(C(C=2N1C1=C(C2)C=CS1)=O)CC(=O)NC=1C=NC(=CC1)OC 2-(8-isopropyl-5-oxothieno[3',2':4,5]pyrrolo[1,2-d][1,2,4]triazin-6(5H)-yl)-N-(6-methoxypyridin-3-yl)acetamide